5-methyl-2-phenoxy-3-benzhydryl-indenyl-dimethylsilyl-phenyl-titanium dichloride [Cl-].[Cl-].CC=1C=C2C(=C(C(C2=CC1)[Si](C)(C)[Ti+2]C1=CC=CC=C1)OC1=CC=CC=C1)C(C1=CC=CC=C1)C1=CC=CC=C1